tert-butyl N-[5-[[3-[3-[(4-methoxyphenyl)methyl]-2,4-dioxo-hexahydropyrimidin-1-yl]imidazo[1,2-a]pyridin-7-yl]amino]pentyl]carbamate COC1=CC=C(C=C1)CN1C(N(CCC1=O)C1=CN=C2N1C=CC(=C2)NCCCCCNC(OC(C)(C)C)=O)=O